(1R,3S,5S)-2-(2-(3-acetyl-5-(2-methylpyrimidin-5-yl)-1H-pyrazolo[3,4-c]pyridin-1-yl)acetyl)-N-(6-bromo-3-methylpyridin-2-yl)-5-(fluoromethyl)-2-azabicyclo[3.1.0]hexane-3-carboxamide C(C)(=O)C1=NN(C2=CN=C(C=C21)C=2C=NC(=NC2)C)CC(=O)N2[C@@H]1C[C@@]1(C[C@H]2C(=O)NC2=NC(=CC=C2C)Br)CF